C(#N)C1=CC=C(OC(C(=O)NC=2SC3=C(N2)C=C2C(=C3)OCO2)C2=CC=C(C=C2)S(=O)(=O)CC)C=C1 2-(4-Cyano-phenoxy)-N-[1,3]dioxolo[4',5':4,5]benzo[1,2-d]thiazol-6-yl-2-(4-ethanesulfonyl-phenyl)-acetamide